BrC=1N=C(OC1C1=CNC2=CC=CC=C12)CCSC 3-(4-bromo-2-(methylthio)-ethyl-oxazol-5-yl)-indole